C[C@@](CC)(CCCC(C)C)OC(C)=O |r| Acetic acid (+-)-3,7-dimethyl-3-n-octyl ester